NC=1C=C(C=CC1)C1=CC=CC=C1 (14R)-3-aminobiphenyl